N-(2-amino-4-fluorophenyl)-4-[[[4-[(3,4-dimethoxybenzyl)amino]pyrrolo[2,1-f][1,2,4]triazin-2-yl]thio]methyl]benzamide NC1=C(C=CC(=C1)F)NC(C1=CC=C(C=C1)CSC1=NN2C(C(=N1)NCC1=CC(=C(C=C1)OC)OC)=CC=C2)=O